6-bromo-3,5-dichloro-7-fluoro-benzo[C]isothiazole BrC=1C(=CC=2C(=NSC2Cl)C1F)Cl